C(C(C)C)(=O)N1[C@](CCC1)(C(=O)N)CCC (R)-1-isobutyryl-2-propylpyrrolidine-2-carboxamide